2,6-Anhydro-4-(5-bromo-6-chloro-3-cyano-2H-indazol-2-yl)-5-(2,2-dichloroacetamido)-3,4,5-trideoxy-D-glycero-D-galacto-non-2-enonic acid BrC1=CC2=C(N(N=C2C=C1Cl)[C@H]1C=C(C(=O)O)O[C@H]([C@@H]1NC(C(Cl)Cl)=O)[C@H](O)[C@H](O)CO)C#N